(R)-8-bromo-3-(3,4-dichlorobenzyl)-6-((2-imino-3-methyl-2,3-dihydro-1H-imidazol-1-yl)methyl)Chroman-4-one BrC=1C=C(C=C2C([C@@H](COC12)CC1=CC(=C(C=C1)Cl)Cl)=O)CN1C(N(C=C1)C)=N